2-Ethyl 4-[(1S)-1-amino-2-hydroxy-ethyl]-3-fluoro-benzoate N[C@H](CO)C1=C(C=C(C(=O)OCC)C=C1)F